2-(((tert-butoxycarbonyl)amino)ethoxy)acetic acid C(C)(C)(C)OC(=O)NCCOCC(=O)O